FC=1C=CC(=C(C(=O)N2[C@@H](COCC2)C)C1)C=1C=2N(C=C(C1)C1CN(C1)CC1CCC(CC1)N1N=CN=C1)C(=NC2F)C (3R)-4-{5-fluoro-2-[1-fluoro-3-methyl-6-(1-{[(1s,4s)-4-(1H-1,2,4-triazol-1-yl)cyclohexyl]methyl}azetidin-3-yl)imidazo[1,5-a]pyridin-8-yl]benzoyl}-3-methylmorpholine